N1N=NC2=C1C=CC(=C2)N2CCC1(CCN(CC1)C(=O)OC(C)(C)C)CC2 tert-butyl 9-(1H-benzotriazol-5-yl)-3,9-diazaspiro[5.5]undecane-3-carboxylate